N-(4-hydroxyphenyl)-4-(2-oxoindolin-6-yl)butanamide OC1=CC=C(C=C1)NC(CCCC1=CC=C2CC(NC2=C1)=O)=O